2,4,6(1H,3H,5H)-Pyrimidinetrione N1C(NC(CC1=O)=O)=O